C1(=CC=CC=C1)N(C1=CC=C(C=C1)C1=CC=C(N(C2=CC=C(C=C2)N(C2=CC=CC=C2)C2=CC=CC=C2)C2=CC=CC=C2)C=C1)C1=CC=C(C=C1)N(C1=CC=CC=C1)C1=CC=CC=C1 N,N'-diphenyl-N,N'-di[4-(N,N-diphenyl-amino)phenyl]benzidine